2-ethyl-2-methylbutanoic acid C(C)C(C(=O)O)(CC)C